1,1,1,3,3,3-hexafluoropropan-2-yl 1-(4-chloro-3-(pyrrolidin-1-yl) benzyl)-1,8-diazaspiro[4.5]decane-8-carboxylate ClC1=C(C=C(CN2CCCC23CCN(CC3)C(=O)OC(C(F)(F)F)C(F)(F)F)C=C1)N1CCCC1